O1C[C@@H](CC1)N1N=CC=C1 1-[(3R)-tetrahydrofuran-3-yl]-1H-pyrazol